BrC=1C=C2C3(C(N(C(C2=CC1)=O)C1(CC1)C(=O)OC)=O)CC3 methyl 1-(6'-bromo-1',3'-dioxo-1'H-spiro[cyclopropane-1,4'-isoquinolin]-2'(3'H)-yl)cyclopropanecarboxylate